OC1=C(C(=O)C2=CC=C(C=C2)C=C)C=CC(=C1)O 2,4-dihydroxy-4'-vinyl-benzophenone